3-methoxy-2-(methyl(2-oxo-4-(o-tolyl)-2H-chromen-7-yl)amino)propanamide COCC(C(=O)N)N(C1=CC=C2C(=CC(OC2=C1)=O)C1=C(C=CC=C1)C)C